2,3,5,6-tetraamino-1,4-benzoquinone NC=1C(C(=C(C(C1N)=O)N)N)=O